N,N,N'-tridecyl-urea C(CCCCCCCCC)N(C(=O)NCCCCCCCCCC)CCCCCCCCCC